ClC1=C(C=C(C(=O)OCC)C#N)C=CC=C1 ethyl 2-chloro-α-cyanocinnamate